OCC1CN(C1)C(=O)O[C@@H]1CC[C@H](CC1)C(N(C[C@@H]1CC[C@H](CC1)C1=NC(=C(C=C1)OC)C)C1=NC=CC(=C1)C=1N=C(OC1)C1CC1)=O trans-4-((4-(2-Cyclopropyloxazol-4-yl)pyridine-2-yl)((trans-4-(5-methoxy-6-methylpyridin-2-yl)cyclohexyl)methyl)carbamoyl)cyclohexyl 3-(hydroxymethyl)azetidine-1-carboxylate